OC(C(=O)O)CCCCCC\C=C\CCCCCCCC (9E)-2-hydroxy-9-octadecenoic acid